tert-butyl (4-chloro-2-fluorothiophen-3-yl)carbamate ClC=1C(=C(SC1)F)NC(OC(C)(C)C)=O